C1(=C(C=CC=C1)NC=1C=C2C3=C(C=NC2=CC1)C(C1=C3C=NC(=N1)C(F)(F)F)=O)C 2-(o-toluylamino)-9-(trifluoromethyl)-7H-pyrimido[5',4':3,4]cyclopenta[1,2-c]quinolin-7-one